CC1(C(N(C(N1CC1OC1)=O)CC1OC1)=O)C 5,5-dimethyl-1,3-bis(oxiranylmethyl)imidazolidine-2,4-dione